4-(((5-chloropyridin-3-yl)methyl)amino)-6-(3,5-dimethylisoxazol-4-yl)quinazoline-2-carboxylic acid ClC=1C=C(C=NC1)CNC1=NC(=NC2=CC=C(C=C12)C=1C(=NOC1C)C)C(=O)O